O=C1CNSN1 4-oxo-1,2,5-thiadiazolidin